O=C(CCOCC1=NC=C2N1C=CNC2=O)N2CCN(CC2)C2=NC=C(C=N2)C(F)(F)F 3-((3-oxo-3-(4-(5-(trifluoromethyl)pyrimidin-2-yl)piperazin-1-yl)propoxy)methyl)imidazo[1,5-a]pyrazin-8(7H)-one